C(C)OC1=NC=CC=C1C1=CC(=C2C(=N1)C(=NN2[C@@H](CC)C)C)NCC2=NNC(=C2)C (R)-5-(2-ethoxy-3-pyridinyl)-3-methyl-1-[1-methylpropyl]-N-[(5-methyl-1H-pyrazol-3-yl)methyl]pyrazolo[4,3-b]pyridin-7-amine